N-(4-(4-amino-7-(1-methyl-1H-pyrazol-3-yl)pyrrolo[2,1-f][1,2,4]triazin-5-yl)-2-methoxyphenyl)-5-methyloxazol-2-amine NC1=NC=NN2C1=C(C=C2C2=NN(C=C2)C)C2=CC(=C(C=C2)NC=2OC(=CN2)C)OC